CC1=NC2=CC=CC=C2C=C1C(=O)O 2-METHYLQUINOLINE-3-CARBOXYLIC ACID